COC1=CC=C(CN(C2=CC=C(C=N2)C2(COC2)O)CC2=CC=C(C=C2)OC)C=C1 3-(6-(bis(4-methoxybenzyl)amino)pyridin-3-yl)oxetan-3-ol